FCC1=NOC(=C1)C1=CC=C(C=C1)C 3-(fluoromethyl)-5-(4-methylphenyl)-1,2-oxazole